ClC=1C(=C(C=CC1)N1CCN(CC1)C(CN1N=C(C2=C1C(C1[C@@H]2C1)(F)F)C(=O)OCC)=O)C (S)-ethyl 1-(2-(4-(3-chloro-2-methylphenyl)piperazin-1-yl)-2-oxoethyl)-5,5-difluoro-3b,4,4a,5-tetrahydro-1H-cyclopropa[3,4]cyclopenta[1,2-c]pyrazole-3-carboxylate